FC=1C=CC2=C(CCO2)C1CNC1=NC=C(C=2N1C=NN2)C=2C=NC=1N(C2)C=CN1 N-((5-fluoro-2,3-dihydrobenzofuran-4-yl)methyl)-8-(imidazo[1,2-a]pyrimidin-6-yl)-[1,2,4]triazolo[4,3-c]pyrimidin-5-amine